FC=1C=C(C=NC1)C1=NC=2N(C(=N1)N[C@@H]1CCC=3NC4=CC=CC=C4C3C1)N=CC2C=2N(N=CC2)C2OCCCC2 (3R)-N-[2-(5-fluoro-3-pyridinyl)-8-(2-tetrahydropyran-2-yl-pyrazol-3-yl)pyrazolo[1,5-a][1,3,5]Triazin-4-yl]-2,3,4,9-tetrahydro-1H-carbazol-3-amine